BrC=1C(=C2C(=C(C3=CC=C4C=CC5=CC=C6C=CC1C1=C2C3=C4C5=C16)Br)Br)Br tetrabromocoronene